OC1=CC=C(C=C1)C(C=CC1=CC(=C(C=C1)OC)C)=O 1-(4-Hydroxyphenyl)-3-(4-methoxy-3-methylphenyl)prop-2-en-1-one